FC=1C(=CC(=NC1)N1N=C(C(=C1C)C(=O)NC)C)OC1CN(C1)C(=O)N1N=CC[C@H]1C1=CC(=CC=C1)F (S)-1-(5-fluoro-4-((1-(5-(3-fluorophenyl)-4,5-dihydro-1H-pyrazole-1-carbonyl)azetidin-3-yl)oxy)pyridin-2-yl)-N,3,5-trimethyl-1H-pyrazole-4-carboxamide